O=C1NC(CCC1N1C(C2=CC=CC(=C2C1=O)OCCOCCOCCOCCC(=O)OC(C)(C)C)=O)=O tert-butyl 3-[2-[2-[2-[2-(2,6-dioxo-3-piperidyl)-1,3-dioxo-isoindolin-4-yl]oxyethoxy]ethoxy]ethoxy]propanoate